CC1=CC(=NC=C1)NC(C1=CC=CC=C1)=O N-(4-methylpyridin-2-yl)benzamid